C(C)(C)C1=C(NC2=CC=C(C=C12)C1CCNCC1)C=1C=CC=2N(C1)N=NN2 6-(3-isopropyl-5-(piperidin-4-yl)-1H-indol-2-yl)tetrazolo[1,5-a]pyridine